FC(ON1N=CC2=CC=CC=C12)F (difluoromethoxy)-1H-indazole